5-(benzo[d]thiazol-6-yl)-N-(4-ethoxyphenyl)-1-(6-methylpyridin-2-yl)-1H-pyrazole-3-carboxyamide S1C=NC2=C1C=C(C=C2)C2=CC(=NN2C2=NC(=CC=C2)C)CC(=O)NC2=CC=C(C=C2)OCC